(2-fluoroacetyl)-[[(2S)-1-(2-phenylethylsulfonyl)pyrrolidine-2-carbonyl]amino]acetamide FCC(=O)C(C(=O)N)NC(=O)[C@H]1N(CCC1)S(=O)(=O)CCC1=CC=CC=C1